CN1CCC(CC1)C=1SC2=C(N1)C=CC(=C2)C=O 2-(1-Methylpiperidin-4-yl)benzo[d]thiazole-6-carbaldehyde